N-(5-cyclopropyl-1H-pyrazol-3-yl)-2-(6-(6-(quinolin-2-ylmethyl)-3,6-diazabicyclo[3.1.1]heptan-3-yl)pyridin-3-yl)quinazolin-4-amine C1(CC1)C1=CC(=NN1)NC1=NC(=NC2=CC=CC=C12)C=1C=NC(=CC1)N1CC2N(C(C1)C2)CC2=NC1=CC=CC=C1C=C2